(Z)-3-((1H-pyrazol-4-yl)methylene)-7-chloro-5-(8-methyl-2,3-dihydro-1H-pyrido[2,3-b][1,4]oxazin-7-yl)indolin-2-one N1N=CC(=C1)\C=C\1/C(NC2=C(C=C(C=C12)C1=C(C2=C(OCCN2)N=C1)C)Cl)=O